ClCC#N Chloroacetonitril